[2-(4-methoxyphenyl)-1,1-dioxo-1,2-thiazolidin-5-yl]methanol COC1=CC=C(C=C1)N1S(C(CC1)CO)(=O)=O